1-(11Z-docosenoyl)-2-dodecanoyl-glycero-3-phosphocholine CCCCCCCCCCCC(=O)O[C@H](COC(=O)CCCCCCCCC/C=C\CCCCCCCCCC)COP(=O)([O-])OCC[N+](C)(C)C